N-(1-hydroxy-2-naphthyl)pentanamide OC1=C(C=CC2=CC=CC=C12)NC(CCCC)=O